(S)-2-(6-(3-fluoropyrrolidin-1-yl)pyridin-3-yl)-5-(thiazol-5-yl)-4,5-dihydro-6H-imidazo[1,5-b]pyrazol-6-one hydrochloride Cl.F[C@@H]1CN(CC1)C1=CC=C(C=N1)C=1C=C2N(N1)C(N(C2)C2=CN=CS2)=O